6-bromo-2-chloroquinazoline-4-amine BrC=1C=C2C(=NC(=NC2=CC1)Cl)N